N-(4-((2-(1,1-difluoroethyl)-6-ethylpyrimidin-4-yl)amino)-5-(5-methyl-1,2,4-oxadiazol-3-yl)pyridin-2-yl)acetamide FC(C)(F)C1=NC(=CC(=N1)NC1=CC(=NC=C1C1=NOC(=N1)C)NC(C)=O)CC